1,1-Dioxidoperylo[1,12-BCD]thiophene-3,4,9,10-tetracarboxylate O=S1(C2=C3C4=C1C=C(C1=C(C=CC(C=5C=CC(=C(C(=C2)C(=O)[O-])C53)C(=O)[O-])=C14)C(=O)[O-])C(=O)[O-])=O